C(C)(=O)N1C(N(CC1)[C@H]1C(=NN(C1)C(=O)N[C@H](C)C1=CC=C(C=C1)C#N)C1=CC=C(C=C1)C)=O (R)-4-(3-acetyl-2-oxoimidazolidin-1-yl)-3-(4-methylphenyl)-N-((R)-1-(4-cyanophenyl)ethyl)-4,5-dihydro-1H-pyrazole-1-carboxamide